tetrafluoro-2-pentanone FC(C(C(F)(F)F)=O)CC